C(O)N1C(=O)N(C(=O)C(=C1)F)CO 1,3-dimethylol-5-fluorouracil